N1CCC(CC1)CNC(=O)N 1-(piperidin-4-ylmethyl)urea